CC=1C=C(OC(=O)CC2C3C=CC(C2)C3=O)C=CC1C 5-(3,4-dimethylphenoxycarbonyl-methyl)-7-oxo-bicyclo[2.2.1]Hept-2-ene